C(C1=CC=CC=C1)NC(=O)C1CC1 (1R,2R)-2-(benzylcarbamoyl)cyclopropane